(pentamethyl-phenyl) borate B(OC1=C(C(=C(C(=C1C)C)C)C)C)([O-])[O-]